F\C(=C/CN)\CN1N=NC2=C1C=C(C=C2C=2C=NC=C(C2)F)C(F)(F)F (Z)-3-fluoro-4-(4-(5-fluoropyridin-3-yl)-6-(trifluoromethyl)-1H-benzo[d][1,2,3]triazol-1-yl)but-2-en-1-amine